NC=1C(=NC2=CC=C(C=C2N1)CN(C(=O)C=1C=NC=C(C1)C(F)(F)F)C=1C(=NC=CC1)S(=O)(=O)C)C N-[(3-amino-2-methylquinoxalin-6-yl)methyl]-N-(2-methanesulfonylpyridin-3-yl)-5-(trifluoromethyl)pyridine-3-carboxamide